ClC1=CC(=NC=C1C(F)(F)F)NC(=O)N1C2CCC1CC=1C(=NC=CC12)F N-(4-chloro-5-(trifluoromethyl)pyridin-2-yl)-1-fluoro-6,7,8,9-tetrahydro-5H-5,8-epimino-cyclohepta[c]pyridine-10-carboxamide